CN1N=CC(=C1)C1=NN2C(C(=NC=C2)C2=CC(=CC=C2)[N+](=O)[O-])=C1 (1-methylpyrazol-4-yl)-4-(3-nitrophenyl)pyrazolo[1,5-a]pyrazine